CC1=C(C(=O)N[C@H](C)C2=CC=CC3=CC=CC=C23)C=C(C=C1)C1=CC=NC=C1 2-methyl-N-[(1R)-1-(1-naphthyl)ethyl]-5-(4-pyridinyl)-benzamide